CC(CCCC)(C#CC(CCCC)(O)C)O 5,8-dimethyl-6-dodecayne-5,8-diol